CN1C(=NC2=C1C=CC(=C2)C2=CC=C(C=C2)CCCC(=O)NC=2C=NC=CC2)C 4-(4-(1,2-dimethyl-1H-benzo[d]imidazol-5-yl)phenyl)-N-(pyridin-3-yl)butanamide